N'-(4-(3-((2-bromobenzyl)oxy)oxetan-3-yl)-5-fluoro-2-methylphenyl)-N-ethyl-N-methylformimidamide BrC1=C(COC2(COC2)C2=CC(=C(C=C2F)N=CN(C)CC)C)C=CC=C1